O1N=CCC1 isoOxazoline